FC=1C=C2C(=CNC2=CC1)C(C(=O)N1CC(CC1)(C)O)=O 1-(5-fluoro-1H-indol-3-yl)-2-(3-hydroxy-3-methyl-pyrrolidin-1-yl)ethane-1,2-dione